2-([2,3'-bipyridine]-5-yl)Propionic Acid N1=C(C=CC(=C1)C(C(=O)O)C)C=1C=NC=CC1